CC(C)(C)[S@@](=O)NCC1=NC(=C(C=C1)C)OCC(F)(F)F |r| (±)-2-methyl-N-((5-methyl-6-(2,2,2-trifluoroethoxy)pyridin-2-yl)methyl)propane-2-sulfinamide